N-((S)-1-(((S)-1-amino-3-((R)-5,5-dimethyl-2-oxopyrrolidin-3-yl)-1-oxopropan-2-yl)amino)-4,4-dimethyl-1-oxopentan-2-yl)-7-chloro-5-methoxy-1H-indole-2-carboxamide NC([C@H](C[C@H]1C(NC(C1)(C)C)=O)NC([C@H](CC(C)(C)C)NC(=O)C=1NC2=C(C=C(C=C2C1)OC)Cl)=O)=O